methoxyphenyl-1-ethanone COCC(=O)C1=CC=CC=C1